2-(4,4-difluoropiperidin-1-yl)-6-methylpyrimidine-4-carboxylic acid hydrazide FC1(CCN(CC1)C1=NC(=CC(=N1)C(=O)NN)C)F